2-((2-(2-propyl)-4-pyridinyl)carbonyl)-2-azabicyclo[3.1.0]hexane-3-carboxamide CC(C)C1=NC=CC(=C1)C(=O)N1C2CC2CC1C(=O)N